4-[(1R,5S)-8-(cyclopropylcarbonyl)-3,8-diazabicyclo[3.2.1]oct-3-yl]pyrimidin C1(CC1)C(=O)N1[C@H]2CN(C[C@@H]1CC2)C2=NC=NC=C2